(4-((3-(furan-2-yl)-1H-1,2,4-triazol-1-yl)sulfonyl)phenyl)(4-(2-methoxy-phenyl)-piperazin-1-yl)methanone O1C(=CC=C1)C1=NN(C=N1)S(=O)(=O)C1=CC=C(C=C1)C(=O)N1CCN(CC1)C1=C(C=CC=C1)OC